(2s,4r)-1-(2-(10-bromodecanamido)-3,3-dimethylbutyryl)-4-hydroxy-N-((S)-1-(4-(4-methylthiazol-5-yl)phenyl)ethyl)pyrrolidine-2-carboxamide BrCCCCCCCCCC(=O)NC(C(=O)N1[C@@H](C[C@H](C1)O)C(=O)N[C@@H](C)C1=CC=C(C=C1)C1=C(N=CS1)C)C(C)(C)C